1,3,5-trimethoxybenzene ethyl-3-((4-fluoro-2-isopropylphenyl)amino)-6-methoxypicolinate C(C)OC(C1=NC(=CC=C1NC1=C(C=C(C=C1)F)C(C)C)OC)=O.COC1=CC(=CC(=C1)OC)OC